7-chloro-3-(methylthio)dibenzo[b,f][1,4]Oxazepin-11(10H)-one ClC=1C=CC2=C(OC3=C(C(N2)=O)C=CC(=C3)SC)C1